CC1=CC=C(C(=O)OC[C@H]2O[C@H](C[C@@H]2OC(C2=CC=C(C=C2)C)=O)N2C(NC3=C2C=CC=C3)=O)C=C1 ((2R,3S,5R)-3-((4-methylbenzoyl)oxy)-5-(2-oxo-2,3-dihydro-1H-benzo[d]imidazol-1-yl)tetrahydrofuran-2-yl)methyl 4-methylbenzoate